tert-butyl (4-fluorobenzyl)(3-oxopropyl)carbamate FC1=CC=C(CN(C(OC(C)(C)C)=O)CCC=O)C=C1